(S)-N-(5-(2-(2-amino-5-fluoropyridin-3-yl)-5-(1H-pyrazol-1-yl)-3H-imidazo[4,5-b]pyridin-3-yl)-2,3-dihydro-1H-inden-1-yl)-3-formyl-4-hydroxybenzamide NC1=NC=C(C=C1C1=NC=2C(=NC(=CC2)N2N=CC=C2)N1C=1C=C2CC[C@@H](C2=CC1)NC(C1=CC(=C(C=C1)O)C=O)=O)F